2-methylene-N-methylpiperidine iodonium salt [IH2+].C=C1N(CCCC1)C